OC1=C(C(OC12CCC(CC2)OCCN2CCN(CC2)CCOCCOCC(=O)OC(C)(C)C)=O)C2=C(C=C(C=C2C)C)C tert-butyl 2-(2-(2-(4-(2-(((5r,8r)-4-hydroxy-3-mesityl-2-oxo-1-oxaspiro[4.5]dec-3-en-8-yl)oxy)ethyl)piperazin-1-yl)ethoxy)ethoxy)acetate